C[C@@H]1O[C@@H](CN(C1)C1=CC=CC(=N1)C1=NC2=CC(=NC=C2C=C1)CNC(=O)C1=CC=C2CCN(C2=C1)S(=O)(=O)C(C)C)C N-((2-(6-((cis)-2,6-dimethylmorpholino)pyridin-2-yl)-1,6-naphthyridin-7-yl)methyl)-1-(isopropylsulfonyl)indoline-6-carboxamide